N-((1r,4r)-4-(difluoromethyl)cyclohexyl)-6-(1H-imidazol-1-yl)-4-methylpicolinamide FC(C1CCC(CC1)NC(C1=NC(=CC(=C1)C)N1C=NC=C1)=O)F